(R)-(1'-(3-acetyl-6-amino-5-bromopyrazin-2-yl)-3H-spiro[benzofuran-2,4'-piperidin]-3-yl)carbamic acid tert-butyl ester C(C)(C)(C)OC(N[C@@H]1C2=C(OC13CCN(CC3)C3=NC(=C(N=C3C(C)=O)Br)N)C=CC=C2)=O